(R)-2,2'-diamino-1,1'-binaphthyl hydrochloride Cl.NC1=C(C2=CC=CC=C2C=C1)C1=C(C=CC2=CC=CC=C12)N